COC(=O)C=1C=C(C=CC1)C1=C(C=CC(=C1)CNC=1C(NC2=C(C(=CC=C2C1)OCC(=O)OCC)OC)=O)OC 5'-(((7-(2-ethoxy-2-oxoethoxy)-8-methoxy-2-oxo-1,2-dihydro-quinolin-3-yl)amino)methyl)-2'-methoxy-[1,1'-biphenyl]-3-carboxylic acid methyl ester